C1=CN=C(N=C1)C2=NC=CC(=N2)C=O Bipyrimidal